C(N)(=N)C=1N=C(OC1)CNC(=O)[C@H]1N(CC2(OCCO2)C1)C(CNC(C1=CC(=C(C=C1)OC1=CC=CC=C1)C)=O)=O (S)-N-((4-carbamimidoyloxazol-2-yl)methyl)-7-(2-(3-methyl-4-phenoxybenzamido)acetyl)-1,4-dioxa-7-azaspiro[4.4]nonane-8-carboxamide